The molecule is a cyanine dye and an organic iodide salt. It has a role as a fluorochrome. It contains a 1,1',3,3'-tetraethyl-5,5',6,6'-tetrachloroimidacarbocyanine. CCN1C2=CC(=C(C=C2[N+](=C1/C=C/C=C3N(C4=CC(=C(C=C4N3CC)Cl)Cl)CC)CC)Cl)Cl.[I-]